2-[5-chloro-4-(3,3-difluoro-1-methyl-cyclobutyl)-2-methyl-phenyl]-4-oxo-1H-1,6-naphthyridine-5-carboxamide ClC=1C(=CC(=C(C1)C=1NC=2C=CN=C(C2C(C1)=O)C(=O)N)C)C1(CC(C1)(F)F)C